C(=O)=[Rh](C1(C(=C(C(=C1C)C)C)C)C)=C=O dicarbonyl(pentamethylcyclopentadienyl)rhodium(I)